(2R,4R)-N2-(5-((+)-1-amino-1-(3-cyanophenyl)-3-cyclopropyl-propyl)-2-fluorophenyl)-N1-(5-chloropyridin-2-yl)-4-methoxypyrrolidine-1,2-dicarboxamide NC(CCC1CC1)(C1=CC(=CC=C1)C#N)C=1C=CC(=C(C1)NC(=O)[C@@H]1N(C[C@@H](C1)OC)C(=O)NC1=NC=C(C=C1)Cl)F